BrCCCCN1C=NC(=C1)[N+](=O)[O-] 1-(4-bromobutyl)-4-nitro-1H-imidazole